N(CC(=O)OC(C)(C)C)CC(=O)OC(C)(C)C di-tert-butyl iminodiacetate